(E)-N-(4-((3-chloro-2-fluorophenyl)amino)-5-(3-(methylsulfonyl)propoxy)quinazolin-6-yl)-4-(dimethylamino)but-2-enamide ClC=1C(=C(C=CC1)NC1=NC=NC2=CC=C(C(=C12)OCCCS(=O)(=O)C)NC(\C=C\CN(C)C)=O)F